O(C(C)C)C1=NC(=CC2=CC=CC=C12)C(=O)O 1-isopropoxylisoquinoline-3-carboxylic acid